ClC1=C(C=C(C(=C1)\C=C\[N+](=O)[O-])OC)CCC (E)-1-chloro-4-methoxy-5-(2-nitrovinyl)-2-propylbenzene